C(C)(CC)OC(C(=C)C)=O s-butyl-methacrylate